C(C)C=1C(NC=2C=C(C=NC2C1)CN1CCN(CC1)C=1C=CC(=NC1)C(=O)N1CCC(CC1)CNN1C(C2=CC=CC=C2C1=O)=O)=O (((1-(5-(4-((7-ethyl-6-oxo-5,6-dihydro-1,5-naphthyridin-3-yl)methyl)piperazin-1-yl)picolinoyl)piperidin-4-yl)methyl)amino)isoindoline-1,3-dione